6,7-dimethoxy-1-(2-(2-methyl-1H-indol-3-yl)ethyl)-2-((tetrahydro-2H-pyran-4-yl)methyl)-1,2,3,4-tetrahydroisoquinoline COC=1C=C2CCN(C(C2=CC1OC)CCC1=C(NC2=CC=CC=C12)C)CC1CCOCC1